((oxybis(ethane-2,1-diyl))bis(oxy))bis(5-methoxy-2-nitrobenzaldehyde) O(CCOC=1C(=C(C=O)C=C(C1)OC)[N+](=O)[O-])CCOC=1C(=C(C=O)C=C(C1)OC)[N+](=O)[O-]